FC(CO)(F)C=1C(=C(C=CC1)[C@@H](C)NS(=O)C(C)(C)C)C |r| N-((R/S)-1-(3-(1,1-difluoro-2-hydroxyethyl)-2-methylphenyl)ethyl)-2-methylpropane-2-sulfinamide